NCCOCCNC(C1=C(C=C(C=C1)NC=1C=2N(C=CN1)C(=CN2)C2=C(C(=C(C=C2)OC)F)F)F)=O N-(2-(2-amino-ethoxy)ethyl)-4-((3-(2,3-difluoro-4-methoxyphenyl)imidazo[1,2-a]pyrazin-8-yl)amino)-2-fluorobenzamide